(3,5-dichloro-4-(3-isopropyl-4-methoxyphenoxy)phenyl)carbamic Chloride ClC=1C=C(C=C(C1OC1=CC(=C(C=C1)OC)C(C)C)Cl)NC(=O)Cl